OC1=C(C=C(C(=C1)CC(=O)O)O)CC(=O)O 2,5-dihydroxybenzene-1,4-diacetic acid